C(C)C=1C(=C2C=C(C=C(N2C1)C(C1=CC=CC=C1)O)C(=O)N)CC diethyl-5-(hydroxy(phenyl)methyl)indolizine-7-carboxamide